NCC1=C(C=C(C=C1)N1CC(NCC1)=O)C 4-(4-(aminomethyl)-3-methylphenyl)piperazin-2-one